5-amino-N3-(5-(2-(3-fluorophenyl)acetamido)pyridin-3-yl)-1-isopropyl-1H-pyrazole-3,4-dicarboxamide NC1=C(C(=NN1C(C)C)C(=O)NC=1C=NC=C(C1)NC(CC1=CC(=CC=C1)F)=O)C(=O)N